ClC(COC(C)OCC(Cl)(Cl)Cl)(Cl)Cl bis(2,2,2-trichloroethoxy)ethane